[Cl-].[Cl-].ClC1=CC=C(C2=CC=CC=C12)C(=[Zr+2](C1=C(C=CC=2C3=CC=C(C=C3CC12)C(C)(C)C)C(C)(C)C)C1C=CC=C1)C1=CC=C(C2=CC=CC=C12)Cl di-(4-chloronaphthyl)methylene(cyclopentadienyl)(2,7-di-tert-butylfluorenyl)zirconium dichloride